1-(4-fluorophenyl)-2-isopropyl-5-methoxy-indole FC1=CC=C(C=C1)N1C(=CC2=CC(=CC=C12)OC)C(C)C